2-[4-[[1-(2,6-dioxo-3-piperidyl)-3-methyl-2-oxo-benzimidazol-5-yl]amino]phenyl]-N-[5-fluoro-7-hydroxy-6-(1,1,4-trioxo-1,2,5-thiadiazolidin-2-yl)-2-naphthyl]acetamide O=C1NC(CCC1N1C(N(C2=C1C=CC(=C2)NC2=CC=C(C=C2)CC(=O)NC2=CC1=CC(=C(C(=C1C=C2)F)N2S(NC(C2)=O)(=O)=O)O)C)=O)=O